3-{[2-(4-Chlorophenyl)imidazo[1,2-a]pyridin-3-yl]methyl}-N-ethyl-N-(4-methylphenyl)-3,8-diazabicyclo[3.2.1]octane-8-carboxamide ClC1=CC=C(C=C1)C=1N=C2N(C=CC=C2)C1CN1CC2CCC(C1)N2C(=O)N(C2=CC=C(C=C2)C)CC